tert-Butyl 2-((2S,6R)-4-(2-(4-amino-2-isopropyl-5-methylphenoxy)ethyl)-2,6-dimethylpiperazin-1-yl)acetate NC1=CC(=C(OCCN2C[C@@H](N([C@@H](C2)C)CC(=O)OC(C)(C)C)C)C=C1C)C(C)C